2,8-dimethylimidazo[1,2-a]pyrazin-6-ylboronic acid CC=1N=C2N(C=C(N=C2C)B(O)O)C1